ClC1=C(C=CC(=C1)C)N(C=1C=C(C=CC1)C1(CC1)N1CCN(CC1)CC1=NC2=C(N1C[C@H]1OCC1)C=C(C=C2)C(=O)O)C 2-{[4-(1-{3-[(2-chloro-4-methylphenyl)(methyl)amino]phenyl}cyclopropyl)piperazin-1-yl]methyl}-1-{[(2S)-oxetan-2-yl]methyl}-1H-1,3-benzodiazole-6-carboxylic acid